C(C)(C)(C)NC(=O)C1=NC=2N(C=C1)N=C(C2C2=CC(=NC(=C2)C)Cl)C2=CC(=CC=C2)C#N N-tert-Butyl-3-(2-chloro-6-methyl-4-pyridyl)-2-(3-cyanophenyl)pyrazolo[1,5-a]pyrimidine-5-carboxamide